ClC=1C=C(C=CC1)N1N=CC(=C1)CC#N 2-[1-(3-chlorophenyl)-1H-pyrazol-4-yl]acetonitrile